ClC=1C(=NC(=NC1)C1=CC=CC=C1)C1=CC=CC=C1 5-chloro-2,4-diphenyl-pyrimidine